methyl 2-(4-methoxy-3-sulfamoylphenyl)-2-methylpropanoate COC1=C(C=C(C=C1)C(C(=O)OC)(C)C)S(N)(=O)=O